Cl.ClC1=C(C(=CC=C1)F)[C@H](C)N (S)-1-(2-chloro-6-fluorophenyl)ethan-1-amine hydrochloride